9-hydroxy-9H-tetrazolo[1,5-a]indole OC1C=2N(C=3C=CC=CC13)N=NN2